{1-[1-(cyclopentylsulfonyl)piperidin-4-yl]-3-[4-(7H-pyrrolo[2,3-d]pyrimidin-4-yl)-1H-pyrazol-1-yl]azetidin-3-yl}acetonitrile C1(CCCC1)S(=O)(=O)N1CCC(CC1)N1CC(C1)(N1N=CC(=C1)C=1C2=C(N=CN1)NC=C2)CC#N